ClC1=CC=C(C=C1)C1CN2C(CO1)=CC(=N2)N 6-(4-chlorophenyl)-6,7-dihydro-4H-pyrazolo[5,1-c][1,4]oxazin-2-amine